dimethyl-[3-[[4-(methylamino)-9,10-dioxo-anthracene-1-yl]amino]propyl]-propyl-ammonium bromide [Br-].C[N+](CCC)(CCCNC1=CC=C(C=2C(C3=CC=CC=C3C(C12)=O)=O)NC)C